8-methyl-2,2-bis((9Z,12Z)-octadeca-9,12-dien-1-yl)-1,3-dioxa-8-azaspiro[4.5]decane CN1CCC2(COC(O2)(CCCCCCCC\C=C/C\C=C/CCCCC)CCCCCCCC\C=C/C\C=C/CCCCC)CC1